(2-(cyclohept-1-en-1-yl)-5-ethyl-6-(4-(3-hydroxyisonicotinyl)piperazin-1-yl)-7-oxo-[1,2,4]triazolo[1,5-a]pyrimidin-4(7H)-yl)-N-(2-fluoro-4-(trifluoromethyl)phenyl)acetamide C1(=CCCCCC1)C1=NN2C(N(C(=C(C2=O)N2CCN(CC2)CC2=C(C=NC=C2)O)CC)CC(=O)NC2=C(C=C(C=C2)C(F)(F)F)F)=N1